O=C(C(=O)OC(C)OP(O)=O)CCC(CCC(CCC(CCC)=O)=O)=O [1-(2,5,8,11-tetraoxotetradecanoyloxy)ethoxy]phosphinic acid